C(C1=CC=CC=C1)N1CCN(CC1)C(=O)NC1=NC=C(C=C1)O 4-benzyl-N-(5-hydroxypyridin-2-yl)piperazine-1-carboxamide